C(C1=CC=C(C=C1)OC)(=O)NC(N(C)C)=O 3-p-anisoyl-1,1-dimethyl-urea